N-(4-(methoxymethyl)-pyridin-2-yl)-6-(1H-pyrazol-4-yl)benzo[d]-thiazol-2-amine COCC1=CC(=NC=C1)NC=1SC2=C(N1)C=CC(=C2)C=2C=NNC2